(R)-cysteine N[C@@H](CS)C(=O)O